(7-fluoro-4-hydroxybenzo[d]thiazol-2-yl)carbamic acid tert-butyl ester C(C)(C)(C)OC(NC=1SC2=C(N1)C(=CC=C2F)O)=O